[Si](C)(C)(C(C)(C)C)OC[C@@H](CC1(N(CCC1=C)C(=O)OC(C)(C)C)C(=O)OCC)F 1-(t-butyl) 2-ethyl 2-((R)-3-((t-butyldimethylsilyl)oxy)-2-fluoropropyl)-3-methylenepyrrolidin-1,2-dicarboxylate